N1N=NN=C1C1=C(C=CC=C1)C1=CC=CC=C1 2'-(1H-tetrazol-5-yl)-1,1'-biphenyl